(4-((5-chloro-4-(4'-fluoro-[1,1'-biphenyl]-3-yl)pyrimidin-2-yl)amino)piperidin-1-yl)(piperidin-4-yl)methanone ClC=1C(=NC(=NC1)NC1CCN(CC1)C(=O)C1CCNCC1)C=1C=C(C=CC1)C1=CC=C(C=C1)F